C(N)(=N)N1CCC(=CC1)C1=CC=C(C=C1)[NH-] [4-(1-carbamimidoyl-1,2,3,6-tetrahydro-pyridin-4-yl)-phenyl]-amide